COC=1C=C(C=C(C1)C(F)(F)F)NC1=NC=C(C(=N1)NC1=CC=C2CCNCC2=C1)C=1C=NN(C1)C(C)O (4-(2-(3-methoxy-5-(trifluoromethyl)phenylamino)-4-(1,2,3,4-tetrahydroisoquinolin-7-ylamino)pyrimidin-5-yl)-1H-pyrazol-1-yl)ethan-1-ol